n-Heptyl acetate CCCCCCCOC(=O)C